(3R)-3-[5-[4-(dimethoxymethyl)-1-piperidinyl]-1-oxo-isoindolin-2-yl]Piperazine COC(C1CCN(CC1)C=1C=C2CN(C(C2=CC1)=O)[C@@H]1CNCCN1)OC